C1(=CC=CC=C1)C=1C2=CC=CC=C2C(=C2C=CC(=CC12)N(C=1C=CC=2N(C3=CC=CC=C3C2C1)C1=CC=CC=C1)C1=CC=CC=C1)C1=CC=CC=C1 9,10-diphenyl-2-[N-phenyl-N-(9-phenyl-9H-carbazol-3-yl)amino]anthracene